C1(=CC(=CC=C1)S(=O)(=O)[O-])C1=CC=CC=C1 biphenyl-3-sulfonate